(2S,3R,4R,5R)-4-[[3-[6-(Difluoromethyl)-2-methoxy-3-pyridyl]-4,5-dimethyl-5-(trifluoromethyl)tetrahydrofuran-2-carbonyl]amino]pyridin-2-carboxamid FC(C1=CC=C(C(=N1)OC)[C@@H]1[C@H](O[C@]([C@@H]1C)(C(F)(F)F)C)C(=O)NC1=CC(=NC=C1)C(=O)N)F